BrC1=CN(C=2C=CC=C(C12)C=O)[Si](C)(C)C(C)(C)C 3-BROMO-1-(TERT-BUTYLDIMETHYLSILYL)-1H-INDOLE-4-CARBALDEHYDE